6-(((2R,6S)-2,6-dimethylmorpholino)methyl)-2-(3-(1-methyl-4-(4-methyl-4H-1,2,4-triazol-3-yl)-1H-pyrazol-5-yl)phenyl)-4-(trifluoromethyl)isoindolin-1-one C[C@H]1O[C@H](CN(C1)CC1=CC(=C2CN(C(C2=C1)=O)C1=CC(=CC=C1)C1=C(C=NN1C)C1=NN=CN1C)C(F)(F)F)C